CC(CC[C@H](N)C(=O)O)C.N(=[N+]=[N-])CCOCCOCCOCCOC[C@H]1OC[C@@H]([C@@H]2[C@H]1OC(O2)(C)C)NC(C)=O N-((3aR,4R,7S,7aR)-4-(13-azido-2,5,8,11-tetraoxatridecyl)-2,2-dimethyltetrahydro-4H-[1,3]dioxolo[4,5-c]pyran-7-yl)acetamide 5-methyl-L-norleucinate